N-{(3S,4S)-4-[4-(5-cyanothiophen-2-yl)phenoxy]Tetrahydro-furan-3-yl}propane-2-sulfonamide C(#N)C1=CC=C(S1)C1=CC=C(O[C@H]2[C@H](COC2)NS(=O)(=O)C(C)C)C=C1